N-[2-(6-chloro-2-pyridyl)-2-(1-methylpyrazol-4-yl)propyl]-5-(2,6-difluoro-3-pyridyl)isoxazole-3-carboxamide ClC1=CC=CC(=N1)C(CNC(=O)C1=NOC(=C1)C=1C(=NC(=CC1)F)F)(C)C=1C=NN(C1)C